1-(3,5-dimethyl-4-hydroxyphenyl)tetrahydrothiophenium triflate [O-]S(=O)(=O)C(F)(F)F.CC=1C=C(C=C(C1O)C)[S+]1CCCC1